C1(CC1)C1=NN2C(N(CC23CCN(CC3)C(=O)OCC3=CC=CC=C3)S(=O)(=O)C3=CC=C(C=C3)C(F)F)=C1 benzyl 6'-cyclopropyl-1'-[4-(difluoromethyl)benzenesulfonyl]-1',2'-dihydrospiro[piperidine-4,3'-pyrazolo[1,5-a]imidazole]-1-carboxylate